(1S,2R,4R)-2-(hydroxymethyl)-4-(2-isobutyramido-6-oxo-1,6-dihydro-9H-purin-9-yl)cyclopentyl hydrogen phosphonate, triethylammonium salt C(C)[NH+](CC)CC.P(O[C@@H]1[C@H](C[C@H](C1)N1C=2N=C(NC(C2N=C1)=O)NC(C(C)C)=O)CO)(O)=O